P-[3-[(4,6-diamino-1,3,5-triazin-2-yl)amino]-3-oxo-propyl]-P-phenylphosphinic acid NC1=NC(=NC(=N1)N)NC(CCP(O)(=O)C1=CC=CC=C1)=O